(S)-3-(((6-((4-hexylphenyl)(methyl)amino)-1,2,3,4-tetrahydroisoquinolin-1-yl)methyl)amino)isonicotinic acid C(CCCCC)C1=CC=C(C=C1)N(C=1C=C2CCN[C@@H](C2=CC1)CNC1=C(C(=O)O)C=CN=C1)C